2-methanesulfonyl-4-(1-methylindol-3-yl)pyrazolo[1,5-a][1,3,5]triazine CS(=O)(=O)C1=NC=2N(C(=N1)C1=CN(C3=CC=CC=C13)C)N=CC2